4-chlorobenzyl (4-((1-methyl-1H-pyrazol-5-yl)methyl)phenyl)carbamate CN1N=CC=C1CC1=CC=C(C=C1)NC(OCC1=CC=C(C=C1)Cl)=O